Dicyclohexylammonium C1(CCCCC1)[NH2+]C1CCCCC1